BrC1=CC=C(C=C1)C1(CC1)C(F)F 1-Bromo-4-(1-(difluoromethyl)cyclopropyl)benzene